COC=1C=2N(C=C(C1)C=1C=NN(C1)[C@H]1CN(CCC1)C(C1=CC(=CC=C1)[N+](=O)[O-])=O)N=CC2C#N (R)-4-methoxy-6-(1-(1-(3-nitrobenzoyl)piperidin-3-yl)-1H-pyrazol-4-yl)pyrazolo[1,5-a]pyridine-3-carbonitrile